pyrrolo[2,3-c]pyridin-4-ol N1C=CC2=C1C=NC=C2O